N-(3-Cyano-4-methyl-1H-indol-7-yl)-1-[1-(hydroxymethyl)cyclopropyl]pyrazol-4-sulfonamid C(#N)C1=CNC2=C(C=CC(=C12)C)NS(=O)(=O)C=1C=NN(C1)C1(CC1)CO